(RS)-1-(N-(tert-Butoxycarbonyl)-N-methyl-L-leucyl)-4-(5-fluoropyridin-2-yl)piperazine-2-carboxylic acid C(C)(C)(C)OC(=O)N([C@@H](CC(C)C)C(=O)N1[C@H](CN(CC1)C1=NC=C(C=C1)F)C(=O)O)C |&1:16|